N-Ethyl-morpholin C(C)N1CCOCC1